methylenebis(5-amino-1,2,4-triazole) C(C1=NNC(=N1)N)C1=NNC(=N1)N